N-Acetylcysteamine C(C)(=O)NCCS